NC(C(=O)NC1=CC=C(C=C1)C1=C2C(=NC=C1)NC=C2)=CC2=CC=C(C=C2)OC (2S)-2-Amino-3-(4-methoxyphenyl)-N-[4-(1H-pyrrolo[2,3-b]pyridin-4-yl)phenyl]propenamide